C[C@H]1C[C@H]([C@@](O[C@@H]1[C@H]2C[C@@H]([C@@H](O2)[C@@]3(CC[C@@H](O3)[C@@]4(CC[C@@]5(O4)C[C@@H]([C@H]([C@H](O5)[C@@H](C)[C@@H]6[C@@H]([C@@H]([C@H]([C@@](O6)([C@H](C)C(=O)[O-])O)C)OC)C)C)O)C)C)C)(C)O)C.[Na+] The molecule is an organic sodium salt that is the monosodium salt of mutalomycin. It has a role as an antimicrobial agent and an ionophore. It contains a mutalomycin(1-).